2-(2-methylnaphtho[1,2-b]thiophen-4-yl)-4-(5-neopentylselenophen-2-yl)pyridine CC1=CC2=C(S1)C1=CC=CC=C1C=C2C2=NC=CC(=C2)C=2[Se]C(=CC2)CC(C)(C)C